FC1=CC=C(C=C1)COC1CCN(CC1)C1=C(C(N(C2=CC=CC=C12)C)=O)C#N 4-{4-[(4-fluorophenyl)methoxy]piperidin-1-yl}-1-methyl-2-oxo-1,2-dihydroquinoline-3-carbonitrile